ClC=1C=NC(=C(C(=O)NC2CCC(CC2)CN2C(N(C3=C2C=CC=C3)C=3C=NC=C(C3)C3=NN(C=C3)C)=O)C1)C(F)F 5-chloro-2-(difluoromethyl)-N-((1r,4r)-4-((3-(5-(1-methyl-1H-pyrazol-3-yl)pyridin-3-yl)-2-oxo-2,3-dihydro-1H-benzo[d]imidazol-1-yl)methyl)cyclohexyl)nicotinamide